FC(C1=CC=C(C=C1)C=1N=NC(=C2C1N=CC=C2)NC[C@]2(COCC2)O)(F)F |r| racemic-3-(((8-(4-(trifluoromethyl)phenyl)pyrido[2,3-d]pyridazin-5-yl)amino)methyl)tetrahydrofuran-3-ol